ethenyl-benzene C(=C)C1=CC=CC=C1